C(C(C)CCC[C@@H](C)[C@H]1CC[C@H]2[C@@H]3CCC4CCCC[C@]4(C)[C@H]3CC[C@]12C)OC1=C(C=C(C=C1)N)N cholestanyl-oxy-2,4-diaminobenzene